C1=CC(=O)C(=O)C=C1/C=C/C(=O)O The molecule is an alpha,beta-unsaturated monocarboxylic acid that is acrylic acid in which one of the olefinic hydrogens at position 3 has been replaced by a 3,4-dioxocyclohexa-1,5-dien-1-yl group. It has a role as a plant metabolite. It is an alpha,beta-unsaturated monocarboxylic acid and a member of 1,2-benzoquinones. It derives from an acrylic acid.